1-(2,2-difluoroethyl)-6-(7-(5-(trifluoromethyl)pyrazin-2-yl)-2,7-diazaspiro[3.5]nonan-2-yl)-1H-pyrazolo[3,4-b]pyrazine FC(CN1N=CC=2C1=NC(=CN2)N2CC1(C2)CCN(CC1)C1=NC=C(N=C1)C(F)(F)F)F